[Br-].C[N+](CCP(OCC)(OCC)=O)(CC#C)C diethyl {2-[dimethyl(prop-2-yn-1-yl)azaniumyl]ethyl}phosphonate Bromide